C(CCCCCCCCC)SC1=C(C(OC2=CC(=C(C=C12)[N+](=O)[O-])N(CC)CC)=O)C=O 4-(decylthio)-7-(diethylamino)-6-nitro-2-oxo-2H-chromene-3-carbaldehyde